COC1=C(C=C(C=N1)C1=CC=C2C(=NNC2=C1)C(=O)NC)C=1N=NN(N1)[C@H](CC)C1=CC=CC=C1 |r| (Rac)-6-(6-methoxy-5-(2-(1-phenylpropyl)-2H-tetrazol-5-yl)pyridin-3-yl)-N-methyl-1H-indazole-3-carboxamide